C1(CCCCC1)C(=O)O.CC1=C(C(C=2C=C3C=4C=C(C=CC4N(C3=CC2)CC)CC(=O)CC2CCCC2)=NO)C=CC=C1 1-(6-o-methylbenzoyl-9-ethylcarbazol-3-yl)-(3-cyclopentylacetone)-1-oxime cyclohexyl-formate